CN1C(=[N+](C2=C1CCCC2)C)C 1,2,3-trimethyl-4,5,6,7-tetrahydro-1H-benzo[d]imidazol-3-ium